CC=1C=C(C(=O)OC)C=C(C1O)C methyl 3,5-dimethyl-4-hydroxybenzoate